1-Methyl-cyclobutyl-tris(dimethylamino)tin CC1(CCC1)[Sn](N(C)C)(N(C)C)N(C)C